COC1=CC=C(C=C1)C1=NC2=CC=CC=C2C(=C1)NCCCN1CC2(CNC2)CC1 6-(3-((2-(4-methoxyphenyl)quinolin-4-yl)amino)propyl)-2,6-diazaspiro[3.4]Octane